ClC=1C=C(C=C(C1)Cl)C1(NC=CC(=N1)NC1=C(C=CC=C1)S(=O)(=O)C(C)C)N 2-(3,5-dichlorophenyl)-N4-(2-(isopropylsulfonyl)phenyl)pyrimidine-2,4-diamine